C(C1=CC=C(C(=O)[O-])C=C1)(=O)OC(CC(C)O)O 1,3-dihydroxybutyl terephthalate